5-(3-bromo-5-chloro-phenyl)-4-[(4-methoxyphenyl)methyl]-5-methyl-morpholin-3-one BrC=1C=C(C=C(C1)Cl)C1(COCC(N1CC1=CC=C(C=C1)OC)=O)C